ClC=1C(=NC(=NC1)C1=CC=CC=C1)C1=CC=CC=C1 5-chloro-2,4-diphenylpyrimidine